BrC1=CC(=C(CN2CC3=NC=CC=C3C2=O)C(=C1)F)Cl 6-(4-bromo-2-chloro-6-fluorobenzyl)-6,7-dihydro-5H-pyrrolo-[3,4-b]pyridin-5-one